CC(C=O)CC1=CC=C(C=C1)CC(C)C 2-methyl-3-[4-(2-methylpropyl)phenyl]propanal